C(C)(C)(C)OC(=O)NCC1(CCN(CC1)C=1N=CC(=NC1)SC1=C(C(=NC=C1)NC1CN(C1)C(=O)OCC[Si](C)(C)C)Cl)C 2-(Trimethylsilyl)ethyl 3-((4-((5-(4-(((tert-butoxycarbonyl)amino)methyl)-4-methylpiperidin-1-yl)pyrazin-2-yl)thio)-3-Chloropyridin-2-yl)amino)azetidine-1-carboxylate